2-(4-(5-(6,7-Dihydro-4H-pyrazolo[5,1-c][1,4]oxazin-2-ylamino)-1-methyl-6-oxo-1,6-dihydropyridin-3-yl)-3-(hydroxymethyl)pyridin-2-yl)-3,4,6,7,8,9-hexahydropyrazino[1,2-a]indol-1(2H)-one N1=C(C=C2COCCN21)NC2=CC(=CN(C2=O)C)C2=C(C(=NC=C2)N2C(C=1N(C=3CCCCC3C1)CC2)=O)CO